2-cyclohexylidene-2-(4-hydroxyphenyl)acetonitrile C1(CCCCC1)=C(C#N)C1=CC=C(C=C1)O